ClC1=C(C=CC(=C1C1C(NC(CC1)=O)=O)N1C(NCCC1)=O)C1=CC=CC=C1 3-(2-chloro-4-(2-oxotetrahydropyrimidin-1(2H)-yl)-[1,1-biphenyl]-3-yl)piperidine-2,6-dione